3,4-dihydroxycinnamic acid 3-phenylpropyl ester C1(=CC=CC=C1)CCCOC(C=CC1=CC(=C(C=C1)O)O)=O